C(C)(C)(C)OC(=O)N(C(OC(C)(C)C)=O)C1=C(C=C(C(=C1)NC(C1=C(C=CC(=C1)NC(=O)[C@@H]1C([C@H]1C1=CC(=C(C=C1)F)C(F)(F)F)(Cl)Cl)Cl)=O)F)F tert-Butyl N-tert-butoxycarbonyl-N-[5-[[2-chloro-5-[[(1R,3R)-2,2-dichloro-3-[4-fluoro-3-(trifluoromethyl)phenyl]cyclopropanecarbonyl]amino]benzoyl]amino]-2,4-difluoro-phenyl]carbamate